C(C=C)(=O)N1CCN(CC1)C1=CC=C(C=C1)C=1C=2N(C=C(C1)C=1C=NN(C1)C)N=CC2C=2C=C(C(=O)NC)C=CC2 3-(4-(4-(4-propenoylpiperazin-1-yl)phenyl)-6-(1-methyl-1H-pyrazol-4-yl)pyrazolo[1,5-a]pyridin-3-yl)-N-methylbenzamide